1-(2-(methoxymethoxy)-5-octylphenyl)adamantane 2,2,2-trifluoroethyl-2-[chroman-5-ylmethyl-(2-pyridylmethyl)amino]-2-oxo-acetate FC(COC(C(=O)N(CC1=NC=CC=C1)CC1=C2CCCOC2=CC=C1)=O)(F)F.COCOC1=C(C=C(C=C1)CCCCCCCC)C12CC3CC(CC(C1)C3)C2